4-(5-Cyclopropyl-1,2,4-oxadiazol-3-yl)-N-[(1r,6s)-2,2-difluoro-6-{[1-(propan-2-yl)piperidin-4-yl]oxy}cyclohexyl]-4-methylpiperidine-1-carboxamide C1(CC1)C1=NC(=NO1)C1(CCN(CC1)C(=O)N[C@H]1C(CCC[C@@H]1OC1CCN(CC1)C(C)C)(F)F)C